NC1=C(OC2=C(C(=O)OC)C=C(C=C2)Cl)C=CC=C1 Methyl 2-(2-aminophenoxy)-5-chlorobenzoate